CC=1N=C(NC(C1C(=O)OCC)=O)C1=CC=C(C=C1)C1(CC1)C ethyl 4-methyl-2-(4-(1-methylcyclopropyl) phenyl)-6-oxo-1,6-dihydropyrimidine-5-carboxylate